C[C@@H](C(=O)N[C@@](C)(C#N)C(C)C)OC1=C(C=C(C=C1)Cl)Cl The molecule is the stereoisomer of N-(2-cyano-3-methylbutan-2-yl)-2-(2,4-dichlorophenoxy)propanamide obtained by formal condensation of the carboxy group of (S)-2-(2,4-dichlorophenoxy)propanoic acid with the amino group of (R)-2-amino-2,3-dimethylbutanenitrile. It is an enantiomer of a (R,S)-fenoxanil.